ClC1=CC=C(C=C1)C1=CN(C=2N=CN=C(C21)N)[C@@H](C)C=2N=NN(C2)C2=C(C=CC=C2)F 5-(4-chlorophenyl)-7-{(1S)-1-[1-(2-fluorophenyl)-1H-1,2,3-triazol-4-yl]ethyl}-7H-pyrrolo[2,3-d]pyrimidin-4-amine